CC1(C2=C(NC=3CC(N(C(C13)=O)C)(C)C)N=CC(=C2C#N)C=C)C2=CC=CC=C2 5,7,8,8-tetramethyl-6-oxo-5-phenyl-3-vinyl-9,10-dihydropyrido[2,3-b][1,6]naphthyridine-4-carbonitrile